CC(N)CC1=CNC2=CC=C(C=C12)O α-methyl-5-hydroxytryptamine